C(C)(C)(C)S(=O)(=O)N[C@H](C)C=1C=C2CCN(C2=CC1)C(=O)OCC1=CC=CC=C1 benzyl (R)-5-(1-((R)-tert-butylsulfonamido) ethyl)-2,3-dihydro-1H-indole-1-carboxylate